CCCCC\C=C/C\C=C/CCCCCCCCC(CCCCCCCC\C=C/C\C=C/CCCCC)OC(CCCN(C)C)=O (6Z,9Z,28Z,31Z)-heptatriacont-6,9,28,31-tetraene-19-yl-4-(dimethylamino)butanoate